tert-Butyl (1-(5-bromo-3-nitropyridin-2-yl)azetidin-3-yl)(methyl)carbamate BrC=1C=C(C(=NC1)N1CC(C1)N(C(OC(C)(C)C)=O)C)[N+](=O)[O-]